2,4,6-tri-t-butylphenyl-2-butyl-2-ethyl-1,3-propanediol phosphite P(O)(O)O.C(C)(C)(C)C1=C(C(=CC(=C1)C(C)(C)C)C(C)(C)C)C(C(CO)(CC)CCCC)O